4-(3-fluoropyridin-4-yl)-2-hydroxycyclohepta-2,4,6-trien-1-one FC=1C=NC=CC1C=1C=C(C(C=CC1)=O)O